C(C)OC(C(F)(F)C1=C(C=C(C(=C1)Br)C=O)F)=O (5-bromo-2-fluoro-4-formylphenyl)-2,2-difluoroacetic acid ethyl ester